[Na].CC=1C=C(C=CC1)C=1C=C(SC1)C(=O)C1=CC(=C(C(=C1)OC)OC)OC (4-(3-methylphenyl)thiophen-2-yl)(3,4,5-trimethoxyphenyl)methanone sodium